CC1=C(C(NC(=C1)C)=O)CNC(=O)C=1C=C(C=C(C1C)N(C1CCOCC1)CC)C1=CC=C(C=C1)CNC N-((4,6-dimethyl-2-oxo-1,2-dihydropyridin-3-yl)methyl)-5-(ethyl-(tetrahydro-2H-pyran-4-yl)amino)-4-methyl-4'-((methylamino)methyl)-[1,1'-biphenyl]-3-carboxamide